P-(4-(5-(chlorodifluoromethyl)-1,2,4-oxadiazol-3-yl)-2-fluorobenzyl)-N-isopropyl-P-methylphosphinic amide ClC(C1=NC(=NO1)C1=CC(=C(CP(NC(C)C)(=O)C)C=C1)F)(F)F